2-allyl-6-((1-isopropyl-1H-benzo[d][1,2,3]triazol-5-yl)amino)-1-(6-(piperidin-4-yloxy)pyridin-2-yl)-1,2-dihydro-3H-pyrazolo[3,4-d]pyrimidin-3-one C(C=C)N1N(C2=NC(=NC=C2C1=O)NC1=CC2=C(N(N=N2)C(C)C)C=C1)C1=NC(=CC=C1)OC1CCNCC1